tert-butyl-8-(3-(isoquinolin-6-yl)pyrazolo[1,5-a]pyridin-6-yl)-6-methyl-5-oxo-3,4,5,6-tetrahydro-2,6-naphthyridine-2(1H)-carboxylate C(C)(C)(C)OC(=O)N1CC=2C(=CN(C(C2CC1)=O)C)C=1C=CC=2N(C1)N=CC2C=2C=C1C=CN=CC1=CC2